(R)-1-(7-Chloro-2,8-difluoropyrido[4,3-d]pyrimidin-4-yl)-3-methylpiperidin-3-ol ClC1=C(C=2N=C(N=C(C2C=N1)N1C[C@@](CCC1)(O)C)F)F